C(C=C)(=O)O.C(C=C)(=O)O.C(C=C)(=O)O.C(C=C)(=O)O.OCC(C)(CO)C neopentyl glycol tetraacrylate